CNC(O[C@@H]1CC[C@H](CC1)C(N(CC1(CCCCC1)C1=CC(=C(C=C1)OC)C)C1=CC(=CC=C1)C=1C=NC(=CC1)N(C)C)=O)=O trans-4-((3-(6-(Dimethylamino)pyridine-3-yl)phenyl)((trans-(4-methoxy-3-methylphenyl)cyclohexyl)methyl)carbamoyl)-cyclohexyl methylcarbamate